N-(adamantan-1-yl)-2-((6-isobutyl-2-oxo-1,2-dihydropyrimidin-4-yl)oxy)acetamide tert-butyl-3-(4-aminobutyl)piperidine-1-carboxylate C(C)(C)(C)OC(=O)N1CC(CCC1)CCCCN.C12(CC3CC(CC(C1)C3)C2)NC(COC2=NC(NC(=C2)CC(C)C)=O)=O